2-(3-((tert-butyldiphenylsilyl)oxy)propyl)-4-(2',3',4',5'-tetrahydro-[1,1'-biphenyl]-4-yl)-1H-benzo[d]Imidazole [Si](C1=CC=CC=C1)(C1=CC=CC=C1)(C(C)(C)C)OCCCC1=NC2=C(N1)C=CC=C2C2=CC=C(C=C2)C=2CCCCC2